4-(1-(2-(1H-1,2,4-triazol-1-yl)ethyl)-3-(4-chloro-3-fluorophenyl)-1H-pyrrolo[2,3-b]pyridine-6-carbonyl)-3,3-dimethyl-piperazin-2-one N1(N=CN=C1)CCN1C=C(C=2C1=NC(=CC2)C(=O)N2C(C(NCC2)=O)(C)C)C2=CC(=C(C=C2)Cl)F